5,10,15,20-tetra(3,5-dibromophenyl)porphyrin BrC=1C=C(C=C(C1)Br)C=1C2=CC=C(N2)C(=C2C=CC(C(=C3C=CC(=C(C=4C=CC1N4)C4=CC(=CC(=C4)Br)Br)N3)C3=CC(=CC(=C3)Br)Br)=N2)C2=CC(=CC(=C2)Br)Br